C(#N)C=1C=C(C=CC1OC1CCCC1)N1C=NC(=C1)C(=O)O 1-(3-cyano-4-cyclopentyloxy-phenyl)-imidazole-4-carboxylic acid